2,4-dimethyl-3-heptene CC(C)C=C(CCC)C